3-chloro-5-(1-ethoxyvinyl)-7-methyl-quinoline-2-carbonitrile ClC=1C(=NC2=CC(=CC(=C2C1)C(=C)OCC)C)C#N